N-(2,5-dimethylphenyl)-1H-pyrrolo[2,3-b]pyridin-4-amine CC1=C(C=C(C=C1)C)NC=1C2=C(N=CC1)NC=C2